ClC1=CC=C(O[C@H](C(=O)NOC2C(CCC2)OC)C)C=C1 (2S)-2-(4-chlorophenoxy)-N-[(2-methoxycyclopentyl)oxy]propanamide